(3S,4R,5R)-1-(((R)-1-(4-(trifluoromethyl)pyridin-3-yl)pyrrolidin-3-yl)methyl)piperidine-3,4,5-triol FC(C1=C(C=NC=C1)N1C[C@H](CC1)CN1C[C@@H](C([C@@H](C1)O)O)O)(F)F